4,4-bis(((E)-non-2-en-1-yl)oxy)butanenitrile C(\C=C\CCCCCC)OC(CCC#N)OC\C=C\CCCCCC